BrC=1C=C(C2=C(N(C=N2)C)C1)C(=O)OC methyl 6-bromo-1-methyl-1H-benzo[d]imidazole-4-carboxylate